[C@H](C)(CC)[C@@H]1N(CC2=C(NC1=O)C=CC=C2)C(CS(=O)(=O)C)=O (S)-3-((S)-sec-butyl)-4-(2-(methylsulfonyl)acetyl)-1,3,4,5-tetrahydro-2H-benzo[e][1,4]diazepin-2-one